tert-butyl (2S,4R)-2-((1H-1,2,3-triazol-1-yl)methyl)-4-(5-(3-chlorophenyl)-oxazole-2-carboxamido)pyrrolidine-1-carboxylate N1(N=NC=C1)C[C@H]1N(C[C@@H](C1)NC(=O)C=1OC(=CN1)C1=CC(=CC=C1)Cl)C(=O)OC(C)(C)C